3-chloro-5-(2-fluoro-6-vinylphenyl)-1-((2-(trimethylsilyl)ethoxy)methyl)-1H-pyrazolo[4,3-c]pyridazin-6(5H)-one ClC1=NN(C=2C1=NN(C(C2)=O)C2=C(C=CC=C2C=C)F)COCC[Si](C)(C)C